tert-butyl N-[(1S)-1-[5-[2-[3-[2-[2-[tert-butyl(dimethyl)silyl]oxyethoxy]ethoxy]propyl]-6-(trifluoromethyl)-4-pyridyl]-4-methyl-2-pyridyl]ethyl]carbamate [Si](C)(C)(C(C)(C)C)OCCOCCOCCCC1=NC(=CC(=C1)C=1C(=CC(=NC1)[C@H](C)NC(OC(C)(C)C)=O)C)C(F)(F)F